ClC1=NC=CC(=N1)C=1C=NN(C1)C(C(F)(F)F)C1=CC=C(C=C1)F 2-chloro-4-(1-(2,2,2-trifluoro-1-(4-fluorophenyl)ethyl)-1H-pyrazol-4-yl)pyrimidine